isobutyl(methyl)((4-(5-(trifluoromethyl)-1,2,4-oxadiazol-3-yl)benzyl)imino)-λ6-sulfanone C(C(C)C)S(=O)(=NCC1=CC=C(C=C1)C1=NOC(=N1)C(F)(F)F)C